O=C1N(C(CC1)=O)\C(\C(=O)O)=C\C(C1=CC=CC=C1)=O.NC=1C(=NC(=C(C1)F)CCC1=CC(=C(C=C1)F)F)NC(C)=O N-(3-amino-6-(3,4-difluorophenethyl)-5-fluoropyridin-2-yl)acetamide 2,5-Dioxopyrrolidin-1-yl-(E)-4-oxo-4-phenylbut-2-enoate